4-[[(7R)-8-cyclopentyl-7-ethyl-5-methyl-6-oxo-7H-pteridin-2-yl]amino]-3-methoxy-N-[4-[2-(4-piperidyloxy)ethoxy]butyl]benzamide C1(CCCC1)N1[C@@H](C(N(C=2C=NC(=NC12)NC1=C(C=C(C(=O)NCCCCOCCOC2CCNCC2)C=C1)OC)C)=O)CC